C(=O)(O)C(C=1C(NC(N([C@H]2[C@H](O)[C@H](O)[C@@H](CO)O2)C1)=O)=O)O 5-(carboxyhYdroxymethyl)uridine